(R)-2-methoxy-5-(4-((1-phenylethyl)-amino)quinazolin-6-yl)nicotinonitrile COC1=C(C#N)C=C(C=N1)C=1C=C2C(=NC=NC2=CC1)N[C@H](C)C1=CC=CC=C1